(E)-2-methyl-N-(1-(3-(trifluoromethyl)phenyl)ethylidene)propane-2-sulfinamide CC(C)(C)S(=O)/N=C(\C)/C1=CC(=CC=C1)C(F)(F)F